2-(2,5,8,11,14,17-hexaoxanonadecan-19-yloxy)-4-nitrophenol COCCOCCOCCOCCOCCOCCOC1=C(C=CC(=C1)[N+](=O)[O-])O